CN1CCC(CC1)C=1C=C(C(=O)NC=2C=NC(=C(C2)NC2=NC=CC(=N2)C=2C=NC=CC2)C)C=C(C1)C(F)(F)F 3-(1-Methyl-piperidin-4-yl)-N-[6-methyl-5-(4-pyridin-3-yl-pyrimidin-2-ylamino)-pyridin-3-yl]-5-trifluoromethyl-benzamide